2-amino-6-chlorohexyne NC(C)C#CCCCl